8-(6-(3-(3-azabicyclo[3.1.0]hex-3-yl)propoxy)pyridin-3-yl)-7-fluoro-1-isopropyl-3-methyl-1,3-dihydro-2H-imidazo[4,5-c]cinnolin-2-one C12CN(CC2C1)CCCOC1=CC=C(C=N1)C1=CC=2C3=C(N=NC2C=C1F)N(C(N3C(C)C)=O)C